ClC=1N(C(C(=C(N1)C(=O)NC1=CC=CC=C1)OC)=O)C 2-chloro-5-methoxy-1-methyl-6-oxo-N-phenylpyrimidine-4-carboxamide